COC1=C(C=CC=C1)S(=O)(=O)NC=1C=C2CC(NC2=CC1)=O 2-methoxy-N-(2-oxindol-5-yl)benzenesulfonamide